CN1C(=[N+](C=C1)CC1=CC(=CC(=C1)C)C)C 1,2-dimethyl-3-(3,5-dimethylbenzyl)imidazolium